1-[(4-methoxyphenyl)methyl]hexahydropyridine-2,6-dione COC1=CC=C(C=C1)CN1C(CCCC1=O)=O